1-(2-bromo-4-nitrophenyl)pyridin-2(1H)-one BrC1=C(C=CC(=C1)[N+](=O)[O-])N1C(C=CC=C1)=O